S(=O)(=O)([O-])C1=CC=CC=C1.[N+](=O)([O-])C1=C(C=CC=C1)N1C(=CC=C1)C=CC=NC(=[NH+]N)N N-{3-[1-(2-nitrophenyl)-1H-pyrrol-2-yl]-allylidene}-aminoguanidinium besylate